NC=1C=C(C#N)C=CC1B1OC(C(O1)(C)C)(C)C 3-amino-4-(4,4,5,5-tetramethyl-1,3,2-dioxaborolan-2-yl)benzonitrile